sec-butyl 3-((R)-2-(6-((5-acrylamido-2-methoxy-4-(4-propylpiperazin-1-yl)phenyl)amino)pyrimidin-4-yl)isoxazolidin-3-yl)benzoate C(C=C)(=O)NC=1C(=CC(=C(C1)NC1=CC(=NC=N1)N1OCC[C@@H]1C=1C=C(C(=O)OC(C)CC)C=CC1)OC)N1CCN(CC1)CCC